FC1=C2C=C(N=CC2=C(C(=C1)F)N1CC(C1)CS(=O)(=O)C)NC1=NC(=NC=C1)N1CC([C@H]([C@H](C1)F)O)(C)C (4R,5S)-1-[4-({5,7-difluoro-8-[3-(methanesulfonylmeth-yl)azetidin-1-yl]isoquinolin-3-yl}amino)pyrimidin-2-yl]-5-fluoro-3,3-dimethylpiperidin-4-ol